C[C@@H]1N(CCOC12COC2)C=2C(=NC=C(C2)B2OC(C(O2)(C)C)(C)C)OC2CC(NC2)C(=O)[O-] 4-({3-[(9S)-9-methyl-2,5-dioxa-8-azaspiro[3.5]nonan-8-yl]-5-(4,4,5,5-tetramethyl-1,3,2-dioxaborolan-2-yl)pyridin-2-yl}oxy)pyrrolidine-2-carboxylate